CC=1N=C(SC1C1=NC(=NC=C1)NC=1C=C2C=C(NC2=CC1)C(=O)N)NC 5-((4-(4-methyl-2-(methylamino)thiazol-5-yl)pyrimidin-2-yl)amino)-1H-indole-2-carboxamide